C(CCCCCCC)C1=CC=CC=C1 octylbenzol